dibromopyridinedione BrC1=C(C(C(N=C1)=O)=O)Br